tert-butyl 2-(3-(2-isopropylphenyl)-1-(4-methoxybenzyl)piperidin-4-yl)-2,7-diazaspiro[3.5]nonane-7-carboxylate C(C)(C)C1=C(C=CC=C1)C1CN(CCC1N1CC2(C1)CCN(CC2)C(=O)OC(C)(C)C)CC2=CC=C(C=C2)OC